CC1(N(CC(CC1)N1N=CC(=C1)B1OC(C(O1)(C)C)(C)C)C(=O)OC(C)(C)C)C tert-butyl 2,2-dimethyl-5-(4-(4,4,5,5-tetramethyl-1,3,2-dioxaborolan-2-yl)-1H-pyrazol-1-yl)piperidine-1-carboxylate